CC(C#C)(C)O[Si](C)(C)C [(1,1-Dimethyl-2-propynyl)oxy]trimethylsilane